propoxycarbonylaminohexane C(CC)OC(=O)NCCCCCC